6-(methoxymethyl)-6-methyl-6,7-dihydro-5H-pyrazolo[5,1-b][1,3]oxazine COCC1(CN2C(OC1)=CC=N2)C